4-CHLORO-2-METHOXY-1,3-THIAZOLE-5-CARBALDEHYDE ClC=1N=C(SC1C=O)OC